O1CCOC12CC(=CCC2)CO (1,4-dioxaspiro[4.5]dec-7-en-7-yl)methanol